NC=1C=C(C=O)C(=CN1)C1=CC=NC=C1 2-AMINO-5-(PYRIDIN-4-YL)ISONICOTINALDEHYDE